C(C)OC(=O)C1=C(C2=C(N(C(N(C2=O)C(C(=O)O)(C)C)=O)CCC2=C(C=CC=C2)OC)S1)C 2-[6-(ethoxycarbonyl)-1-[2-(2-methoxyphenyl)ethyl]-5-methyl-2,4-dioxo-1H,2H,3H,4H-thieno[2,3-d]pyrimidin-3-yl]-2-methylpropionic acid